CN1[C@H]2CCC3=C([C@@H]2C=2C=CC(=CC2C1)F)C=C(C(=C3)O)O (6aS,12bR)-(-)-N-methyl-3-fluoro-10,11-dihydroxy-5,6,6a,7,8,12b-hexahydrobenzo[a]phenanthridine